(1R,2S,4S)-bicyclo[2.2.1]hept-2-yl chloromethyl carbonate C(O[C@@H]1[C@@H]2CC[C@H](C1)C2)(OCCl)=O